N-(6-Amino-7-(2-chloro-5-fluorophenoxy)-2-oxo-2,3-dihydro-1H-pyrazolo[1,5,4-de]quinoxalin-8-yl)-3-fluoro-5-(trifluoromethyl)benzamide NC1=NN2CC(NC=3C=C(C(=C1C23)OC2=C(C=CC(=C2)F)Cl)NC(C2=CC(=CC(=C2)C(F)(F)F)F)=O)=O